N-(4-(1H-imidazol-1-yl)benzyl)-N-(3-methoxybenzyl)-2-((4-methylpiperazin-1-yl)methyl)pyridin-4-amine N1(C=NC=C1)C1=CC=C(CN(C2=CC(=NC=C2)CN2CCN(CC2)C)CC2=CC(=CC=C2)OC)C=C1